FC=1C=C(C=CC1F)C1(CC1)OCC(=O)N1[C@H]2CN([C@@H](C1)C2)C2=NC=C(C#N)C=C2 6-((1R,4R)-5-(2-(1-(3,4-difluorophenyl)cyclopropoxy)acetyl)-2,5-diazabicyclo[2.2.1]heptan-2-yl)nicotinonitrile